3-chloro-N-((4,6-dimethyl-2-oxo-1,2-dihydropyridin-3-yl)methyl)-4-hydroxy-5-methoxybenzamide ClC=1C=C(C(=O)NCC=2C(NC(=CC2C)C)=O)C=C(C1O)OC